N[C@@H]1CN(CC[C@H]1F)C1=NC2=C(N1[C@@H]1C(N(CC1)C1CC1)=O)C=C(C(=C2)F)F (S)-3-(2-((3R,4R)-3-Amino-4-fluoropiperidin-1-yl)-5,6-difluoro-1H-benzo[d]imidazol-1-yl)-1-cyclopropylpyrrolidin-2-on